N1N=CC(=C1)C1=CC=C(C=C1)NC1=NC(=NC=C1)C1=CC=C2C=C(NC2=C1)C(=O)N1CCC2(CC1)CCNCC2 (6-(4-((4-(1H-pyrazol-4-yl)phenyl)amino)pyrimidin-2-yl)-1H-indol-2-yl)(3,9-diazaspiro[5.5]undecan-3-yl)methanone